tert-butyl 3-(hydroxymethyl)-2,3-dihydro-1H-pyrrolo[2,3-c]pyridine-1-carboxylate OCC1CN(C2=CN=CC=C21)C(=O)OC(C)(C)C